N[C@@H](C(=O)[O-])CCCP(=O)(O)O (2R)-amino-5-phosphonovalerate